NCC=1C=C(C=CC1)C1=C2C=CC(=CC2=CC=C1)COC1=C(C=CC=C1)CCC(=O)O 3-(2-((5-(3-(aminomethyl)phenyl)naphthalen-2-yl)methoxy)phenyl)propanoic acid